3-trifluoromethyl-4-cyanophenyl dithioformate C(=S)SC1=CC(=C(C=C1)C#N)C(F)(F)F